8-ethoxy-N-(2-methoxypyridin-3-yl)-2-((1S,4R)-1-methyl-2-oxabicyclo[2.2.1]heptan-4-yl)imidazo[1,2-a]pyrazine-6-carboxamide C(C)OC=1C=2N(C=C(N1)C(=O)NC=1C(=NC=CC1)OC)C=C(N2)[C@@]21CO[C@@](CC2)(C1)C